6,7,7-trifluoro-3-hydroxy-3-methyl-6-heptenoic acid FC(CCC(CC(=O)O)(C)O)=C(F)F